ClC=1C=C2C(=CC1)NC(C21CCN(CC1)CCOC1=CC2=C(N(C(OC2)=O)C2CC(C2)(C)O)N=C1)=O 5-chloro-1'-[2-({2-oxo-1-[3-hydroxy-3-methylcyclobutyl]-1H,2H,4H-pyrido[2,3-d][1,3]oxazin-6-yl}oxy)ethyl]-1,2-dihydrospiro[indole-3,4'-piperidin]-2-one